1-(4-Cyanophenyl)-1H-pyrazol-3-ol C(#N)C1=CC=C(C=C1)N1N=C(C=C1)O